ClC1=CC=C(C=C1)[C@@]1(N(C(C2=CC(=CC(=C12)F)C1(S(CCCC1)(=O)=O)CO)=O)CC1=NC=C(C=N1)Cl)OCC1(CC1)O [(1R)-1-(4-chlorophenyl)-2-[(5-chloropyrimidin-2-yl)methyl]-7-fluoro-1-[(1-hydroxycyclopropyl)methoxy]-3-oxo-2,3-dihydro-1H-isoindol-5-yl](hydroxylmethyl)-1λ6-thiane-1,1-dione